C(C=C)OC1=C(C=C(C(=C1)Cl)Cl)[C@@H](C1CCN(CC1)C(=O)C1CN(C1)C(=O)OC(C)(C)C)N[S@@](=O)C(C)(C)C tert-butyl 3-(4-((R)-(2-(prop-2-en-1-yloxy)-4,5-dichlorophenyl)((S)-1,1-dimethylethylsulfinamido)methyl)piperidine-1-carbonyl)azetidine-1-carboxylate